BrC=1C=NC(=NC1)N[C@H]1CNCC1 (R)-5-bromo-N-(pyrrolidin-3-yl)pyrimidin-2-amine